N-(azetidin-3-ylmethyl)-N-[2-(4-fluorophenyl)ethyl]carbamate N1CC(C1)CN(C([O-])=O)CCC1=CC=C(C=C1)F